C1CCC2=C(C=3CCCC3C=C12)NC(=O)N=S(=O)(N)C=1C=NN2C1OCC(CC2)C N'-((1,2,3,5,6,7-hexahydro-s-indacen-4-yl)carbamoyl)-6-methyl-5,6,7,8-tetrahydropyrazolo[5,1-b][1,3]oxazepine-3-sulfonimidamide